C(C(C)C)C(C(=O)O)=C.C(C=C)(=O)O acrylic acid-(isobutyl acrylate)